COB1OC(C2=C1C=CC(=C2)NC2=NC=C(C(=C2)N[C@H](CO)C2=CC=CC=C2)C2=NC1(CO2)CCOCC1)C (2S)-2-((2-((1-methoxy-3-methyl-1,3-dihydrobenzo[c][1,2]oxaborol-5-yl)amino)-5-(3,8-dioxa-1-azaspiro[4.5]dec-1-en-2-yl)pyridin-4-yl)amino)-2-phenylethan-1-ol